C(C)C(C(C(C(=O)O)(CC)CC)(O)C(=O)O)C(=O)O.C(C)C(C(C(C(=O)O)(CC)CC)(O)C(=O)O)C(=O)O triethyl-citric acid (triethyl citrate)